C1(=CC=CC=C1)C=1C2=CC=CC=C2C(=C2C=CC=CC12)C#CC1=CC=CC=C1 9-phenyl-10-(phenylethynyl)anthracene